2-(5-bromo-3-ethylsulfonyl-2-pyridyl)-5-(trifluoromethylsulfanyl)-1,3-benzoxazole BrC=1C=C(C(=NC1)C=1OC2=C(N1)C=C(C=C2)SC(F)(F)F)S(=O)(=O)CC